COC(CCCCC(OC)OC)OC 1,1,6,6-Tetramethoxyhexane